INDIUM-ZINC [Zn].[In]